8-chloroimidazo[1,2-a]Pyridine-6-carboxylic acid ClC=1C=2N(C=C(C1)C(=O)O)C=CN2